N-(5-cyano-4-((2-(methylthio)ethyl)amino)pyridin-2-yl)-7-formyl-6-((2-oxo-1,3-oxazepan-3-yl)methyl)-3,4-dihydro-1,8-naphthyridine-1(2H)-carboxamide C(#N)C=1C(=CC(=NC1)NC(=O)N1CCCC2=CC(=C(N=C12)C=O)CN1C(OCCCC1)=O)NCCSC